BrC=1C=CC(=NC1F)N1CC(C1)CC(=O)O 2-[1-(5-bromo-6-fluoropyridin-2-yl)azetidin-3-yl]acetic acid